C(C1=CC=CC=C1)OC1=CC=C(C=N1)C#CC1CCN(CC1)C(=O)OC(C)(C)C tert-butyl 4-[2-(6-benzyloxy-3-pyridyl)ethynyl]piperidine-1-carboxylate